Cl.O[C@@H]1C[C@@H](NC1)CNC(=O)C1=CN(CCS1)C1=C2N=CNC2=NC=N1 N-(((2R,4R)-4-hydroxypyrrolidin-2-yl)methyl)-4-(9H-purin-6-yl)-3,4-dihydro-2H-1,4-thiazine-6-carboxamide hydrochloride